C(C)(C)N1CCC(CC1)CC1=CC=C(COC2=C3CN(C(C3=CC=C2)=O)C2C(NC(CC2)=O)=O)C=C1 3-{4-[4-(1-Isopropyl-piperidin-4-ylmethyl)-benzyloxy]-1-oxo-1,3-dihydro-isoindol-2-yl}-piperidine-2,6-dione